(S)-22-(2-(4-(((4-(3-(tert-butoxy)-1-cyclopropyl-3-oxopropyl)pyridin-2-yl)oxy)methyl)piperidin-1-yl)-4-methoxy-N-(6-methylpyridin-2-yl)benzamido)-21,21-dimethyldocosanoic acid C(C)(C)(C)OC(C[C@@H](C1CC1)C1=CC(=NC=C1)OCC1CCN(CC1)C1=C(C(=O)N(C2=NC(=CC=C2)C)CC(CCCCCCCCCCCCCCCCCCCC(=O)O)(C)C)C=CC(=C1)OC)=O